methyl 5-[4-(4-fluoropyrazolo[1,5-a]pyridin-2-yl)-1-(3,4,5,6-tetrahydro-2H-pyran-2-yl)-4,5,6,7-tetrahydroimidazo[5,4-c]pyridin-5-yl]pyrazine-2-carboxylate FC=1C=2N(C=CC1)N=C(C2)C2N(CCC1=C2N=CN1C1OCCCC1)C=1N=CC(=NC1)C(=O)OC